COCCOC=1N(C2=C(N1)C=CC(=C2)C(=O)O)CC2OCC2 (2-methoxyethoxy)-3-[[oxetan-2-yl]methyl]benzimidazole-5-carboxylic acid